4-((2-cyanophenyl)thio)-6-(1-((1s,4s)-4-((2-hydroxyethyl)(methyl)amino)cyclohexyl)-5-methyl-1H-pyrazol-4-yl)pyrazolo[1,5-a]pyridine-3-carbonitrile C(#N)C1=C(C=CC=C1)SC=1C=2N(C=C(C1)C=1C=NN(C1C)C1CCC(CC1)N(C)CCO)N=CC2C#N